FC1=C(C=C(C=C1)NC(CN1CC2C(C1)COC2)=O)N2CC=C1N2C=C(N=C1)C=1C=NN(C1)C N-(2-fluoro-5-(2-(tetrahydro-1H-furo[3,4-c]pyrrol-5(3H)-yl)acetamido)phenyl)-6-(1-methyl-1H-pyrazol-4-yl)pyrazolo[1,5-a]pyrazine